[N+](=O)([O-])C1=CC=C(CN(C(=O)C2=NN(C(=C2)C)C2=C(C=C(C=C2)Cl)Cl)OC)C=C1 N-(4-nitrobenzyl)-N-methoxy-1-(2,4-dichlorophenyl)-5-methyl-1H-pyrazole-3-carboxamide